[Si]([O-])([O-])([O-])[O-].[Te-2].[Li+] lithium telluride silicate